C12(CC3CC(CC(C1)C3)C2)C(C)NCCCCCCC#CC2=C3C(N(C(=NC3=CC=C2)C(F)(F)F)[C@@H]2C(NC(CC2)=O)=O)=O (3S)-3-(5-(8-((1-((3r,5r,7r)-adamantan-1-yl)ethyl)amino)oct-1-yn-1-yl)-4-Oxo-2-(trifluoromethyl)quinazolin-3(4H)-yl)piperidine-2,6-dione